3-fluoro-2-methyl-4-(4,4,5,5-tetramethyl-1,3,2-dioxaborolan-2-yl)benzylcarbamate FC=1C(=C(CNC([O-])=O)C=CC1B1OC(C(O1)(C)C)(C)C)C